2-(2,6-dichlorobenzamido)-10-((3,4,5,6-tetrahydropyrazin-2-yl)amino)decanoic acid ClC1=C(C(=O)NC(C(=O)O)CCCCCCCCNC2=NCCNC2)C(=CC=C1)Cl